(S)-1-(oxetan-2-ylmethyl)-2-((4-(2-((4-(trifluoromethoxy)benzyl)oxy)thiazol-4-yl)-3,6-dihydropyridin-1(2H)-yl)methyl)-1H-benzo[d]imidazole-6-carboxylic acid O1[C@@H](CC1)CN1C(=NC2=C1C=C(C=C2)C(=O)O)CN2CCC(=CC2)C=2N=C(SC2)OCC2=CC=C(C=C2)OC(F)(F)F